NC1=C(SC2=NC(=CC=C21)C)C(=O)N[C@H]2COC1=CC(=CC=C1C2)N2CCNCC2 (R)-3-amino-6-methyl-N-(7-(piperazin-1-yl)chroman-3-yl)thieno[2,3-B]pyridine-2-carboxamide